[C].[Si] Silicon carbon